Cl.CC=1C=C(C=C(C1)C)NN 3,5-dimethyl-phenylhydrazine hydrochloride